C(#N)C=1C=CC(=C2C=CC=NC12)N1CC2(CC2(C1)C(F)(F)F)C(=O)NC1CCN(CC1)CC1CC1 3-(8-cyanoquinolin-5-yl)-N-(1-(cyclopropylmethyl)piperidin-4-yl)-5-(trifluoromethyl)-3-azabicyclo[3.1.0]hexane-1-carboxamide